3-(((4-((4-fluoro-2-methyl-1H-indol-5-yl)oxy)-6-methoxyquinolin-7-yl)oxy)methyl)cyclobutylamine hydrochloride Cl.FC1=C2C=C(NC2=CC=C1OC1=CC=NC2=CC(=C(C=C12)OC)OCC1CC(C1)N)C